C(C=C)N1N=CN=C1CO (1-allyl-1H-1,2,4-triazol-5-yl)methanol